C(C(=O)OC#CCC)(=O)OC=C mono-2-butynyl mono-vinyl oxalate